(1r,3s)-1-{[2'-(benzyloxy)-3',6-difluoro-[1,1'-biphenyl]-3-yl]methyl}-3-methanesulfonamidocyclobutane-1-carboxamide C(C1=CC=CC=C1)OC1=C(C=CC=C1F)C1=CC(=CC=C1F)CC1(CC(C1)NS(=O)(=O)C)C(=O)N